C(#N)C[C@@H]1N(CCN(C1)C1=NC(=NC(=C1[N+](=O)[O-])CC1(CCCC2=CC=CC=C12)C(=O)OC)N1CC(C1)N(C)C)C(=O)[O-] (2S)-2-(cyanomethyl)-4-(2-(3-(dimethylamino)azetidin-1-yl)-6-((1-(methoxycarbonyl)-1,2,3,4-Tetrahydronaphthalen-1-yl)methyl)-5-nitropyrimidin-4-yl)piperazine-1-carboxylate